(2S,3S,4R,5R)-2-allyl-4-(benzyloxyl)-5-(((R)-2,2-dimethyl-1,3-dioxolan-4-yl)methyl)tetrahydrofuran-3-ol C(C=C)[C@@H]1O[C@@H]([C@@H]([C@H]1O)OCC1=CC=CC=C1)C[C@H]1OC(OC1)(C)C